trans-3,3-dimethyl-1-pentene CC(C=C)(CC)C